O1C(NCCCC1)=O 1,3-oxazepan-2-one